NCCCCCOC=1C=C2CCN(C(C2=CC1)C)C(=O)\C(\C#N)=C/C=1SC=CN1 (Z)-2-(6-((5-aminopentyl)oxy)-1-methyl-1,2,3,4-tetrahydroisoquinoline-2-carbonyl)-3-(thiazol-2-yl)acrylonitrile